tert-butyl (3'R)-5',5'-difluoro-2-oxo[1,3'-bipiperidine]-1'-carboxylate FC1(C[C@H](CN(C1)C(=O)OC(C)(C)C)N1C(CCCC1)=O)F